2-((2R,4S)-2-(1-cyclopropyl-1H-pyrazol-4-yl)tetrahydro-2H-pyran-4-yl)-4-(2,4-difluorophenyl)-7-methylpyrido[2,3-d]pyrimidine C1(CC1)N1N=CC(=C1)[C@@H]1OCC[C@@H](C1)C=1N=C(C2=C(N1)N=C(C=C2)C)C2=C(C=C(C=C2)F)F